C1(=CC=C(C=C1)OC=1C(=C(SC1C)C)C(=O)OC)C1=CC=CC=C1 methyl 4-([1,1'-biphenyl]-4-yloxy)-2,5-dimethylthiophene-3-carboxylate